methyl 6-(6-(1,1-difluoroethyl) picolinamido)-2-(1,4-dioxan-2-yl)imidazo[1,2-a]pyridine-7-carboxylate FC(C)(F)C1=CC=CC(=N1)C(=O)NC=1C(=CC=2N(C1)C=C(N2)C2OCCOC2)C(=O)OC